CC(C)OC([C@@H](F)ON1[C@@H]2C=C([C@H](N(C1=O)C2)C(N)=O)C)=O (2R)-{[(2S,5R)-2-carbamoyl-3-methyl-7-oxo-1,6-diazabicyclo[3.2.1]Oct-3-en-6-yl]Oxy}(fluoro)acetic acid propan-2-yl ester